1-{[1-(26-amino-3,6,9,12,15,18,21,24-octaoxahexacosan-1-yl)hexahydropyridin-4-yl]methyl}-2-(2-methoxyethyl)thieno[3,2-b]imidazo[4,5-d]pyridine-4-amine NCCOCCOCCOCCOCCOCCOCCOCCOCCN1CCC(CC1)CN1C(=NC=2C1=C1C(=NC2N)C=CS1)CCOC